cyclohexane-1,2-diylbis(pyrrolidine-1-carboxylate) C1(C(CCCC1)C1N(CCC1)C(=O)[O-])C1N(CCC1)C(=O)[O-]